ClC=1C=C(CNC2=NC(=NC3=CC=C(C=C23)C=2C(=NOC2C)C)C(=O)NCC2=NC=CC(=C2)Cl)C=CC1 4-((3-chlorobenzyl)amino)-N-((4-chloropyridin-2-yl)methyl)-6-(3,5-dimethylisoxazol-4-yl)quinazoline-2-carboxamide